COC1(CC(C(C(C(OC2(CCNC2)CN(CC(C1)C)C(=O)[O-])=O)C)=O)C)C 12-methoxy-8,10,12,14-tetramethyl-7,9-dioxo-6-oxa-2,16-diazaspiro[4.12]heptadecane-16-carboxylate